COC1=CC=C(C=C1)C(C(=O)C1=CC=C(C=C1)O)=C 4-methoxyphenyl-1-(4-hydroxyphenyl)-2-propen-1-one